CC=1C=NN2CCN(S(C21)(=O)=O)C2=C(C=C(C=C2)C2=NC1=CC=C(C=C1C=N2)C(F)(F)F)C 8-methyl-2-(2-methyl-4-(6-(trifluoromethyl)quinazolin-2-yl)phenyl)-3,4-dihydro-2H-pyrazolo[1,5-e][1,2,5]thiadiazine 1,1-dioxide